di(tert-butyl)(fluoro)(3-pyridyl)silane C(C)(C)(C)[Si](C=1C=NC=CC1)(F)C(C)(C)C